C(C)(C)(C)OC(=O)N1CCC(=CC1)B1OC(C(O1)(C)C)(C)C 1-(tert-Butyloxycarbonyl)-1,2,3,6-tetrahydro-4-(4,4,5,5-tetramethyl-1,3,2-dioxaborolan-2-yl)pyridine